OCCNC1CCN(CC1)C1=CC=C2C(=NN(C2=C1)C)C1C(NC(CC1)=O)=O 3-[6-[4-(2-Hydroxyethylamino)-1-piperidyl]-1-methyl-indazol-3-yl]piperidine-2,6-dione